C(C)O[Si]1(N(CCC1)CCC[Si](OC)(OC)C)C 2-ethoxy-2-methyl-1-(3-methyldimethoxysilylpropyl)-1-aza-2-silacyclopentane